N-(1-(2-((3R,5R)-adamantan-1-yl)acetyl)azetidin-3-yl)-5-(4-((7-ethyl-6-oxo-5,6-dihydro-1,5-naphthyridin-3-yl)methyl)piperazin-1-yl)picolinamide C12(CC3CC(CC(C1)C3)C2)CC(=O)N2CC(C2)NC(C2=NC=C(C=C2)N2CCN(CC2)CC=2C=NC=3C=C(C(NC3C2)=O)CC)=O